C1(CC1)N1CC2=CC=C(C=C2C1)N 2-cyclopropyl-isoindoline-5-amine